CC1(OC2=CC=CC=C2[C@H](C1)NC(=O)C=1C=C(C=CC1)[C@@H](CCOC)N1C(NC(CC1=O)(C)C)=[NH2+])C [1-[(1R)-1-[3-[[(4S)-2,2-dimethylchroman-4-yl]carbamoyl]phenyl]-3-methoxy-propyl]-4,4-dimethyl-6-oxo-hexahydropyrimidin-2-ylidene]ammonium